C(C=C)(=O)OC1=C(C=CC=C1)OCC (2-ethoxy)phenol acrylate